4-{[2-(3-Chloropyridin-4-yl)pyrido[3,4-d]Pyrimidin-4-yl]Amino}-2,4-dimethylpentan-2-ol ClC=1C=NC=CC1C=1N=C(C2=C(N1)C=NC=C2)NC(CC(C)(O)C)(C)C